ClC=1C=NC=C(C1[C@@H](C)OC=1C=C2C(=NN(C2=CC1)C1OCCCC1)C=1C=NC(=NC1)N1CCN(CCC1)C(=O)OC(C)(C)C)Cl tert-Butyl 4-(5-(5-((R)-1-(3,5-Dichloropyridin-4-yl)ethoxy)-1-(tetrahydro-2H-pyran-2-yl)-1H-indazol-3-yl)pyrimidin-2-yl)-1,4-diazepane-1-carboxylate